methyl 7-amino-4-bromo-5-fluorobenzo[b]thiophene-2-carboxylate NC1=CC(=C(C2=C1SC(=C2)C(=O)OC)Br)F